(-)-2-{(3S*,4R*)-3-[3-(4-Fluorophenyl)ureido]-4-(4-methoxyphenyl)-2-oxopyrrolidin-1-yl}-N,2-dimethylpropionamide FC1=CC=C(C=C1)NC(N[C@@H]1C(N(C[C@H]1C1=CC=C(C=C1)OC)C(C(=O)NC)(C)C)=O)=O |o1:10,14|